germanium tetramethylene borate B1(OCCCCO1)[O-].[Ge+2].C1CCCOB(O1)[O-]